Methyl (3S)-3-(methoxymethyl)-4-[(4-methyloxan-4-yl)carbonyl]-3,5-dihydro-2H-1,4-benzoxazepine-8-carboxylate COC[C@H]1COC2=C(CN1C(=O)C1(CCOCC1)C)C=CC(=C2)C(=O)OC